N-(1-methyl-4-piperidinyl)carboxamide CN1CCC(CC1)NC=O